N=1C=NN2C1C=C(C=C2)OC2=CC(=C(C=C2N(C)C)NC2=NC=NC1=CC(=C(C=C21)NC(C(=CC2N(CCC2)C)F)=O)OC)OC N-(4-((4-([1,2,4]triazolo[1,5-a]pyridin-7-yloxy)-5-(dimethylamino)-2-methoxyphenyl)amino)-7-methoxyquinazolin-6-yl)-2-fluoro-3-(1-methylpyrrolidin-2-yl)acrylamide